dihydrobenzocarbazole C1CC2=C(C=C1)C=CC3=C2NC4=CC=CC=C34